1-deoxy-D-xylitol C[C@H](O)[C@@H](O)[C@H](O)CO